(2S,3S)-N-(1-Fluoro-2-methylpropan-2-yl)-2-methylpyrrolidin-3-amine dihydrochloride Cl.Cl.FCC(C)(C)N[C@@H]1[C@@H](NCC1)C